tert-Butyl N-[2-(2-{[(1S)-1-{[(1S)-1-{[4-(azidomethyl)phenyl]carbamoyl}-4-(carbamoylamino)butyl]carbamoyl}-2-methylpropyl] carbamoyl}ethoxy)ethyl]carbamate N(=[N+]=[N-])CC1=CC=C(C=C1)NC(=O)[C@H](CCCNC(N)=O)NC(=O)[C@H](C(C)C)NC(=O)CCOCCNC(OC(C)(C)C)=O